2-(3,4-dimethoxyphenyl)-8-methyl-6-(4-(4-(tetrahydro-2H-pyran-4-yl)piperazin-1-yl)phenyl)imidazo[1,2-a]pyridine COC=1C=C(C=CC1OC)C=1N=C2N(C=C(C=C2C)C2=CC=C(C=C2)N2CCN(CC2)C2CCOCC2)C1